3-methyl-2-{[(2S)-2-methylpiperazin-1-yl]methyl}-3H-imidazo[4,5-b]pyridine-5-carboxylic acid methyl ester COC(=O)C1=CC=C2C(=N1)N(C(=N2)CN2[C@H](CNCC2)C)C